C(C)(C)(C)OC(=O)N1C(=NC2=C1C=CC=C2CC(C)C)CN2C(C(=CC=C2)NC([C@H](CC\C=C\C(=O)N(C)C)NC(=O)N(C)C)=O)=O tert-Butyl-(S,E)-2-((3-(7-(dimethylamino)-2-(3,3-dimethylureido)-7-oxohept-5-enamido)-2-oxopyridin-1(2H)-yl)methyl)-4-isobutyl-1H-benzo[d]imidazol-1-carboxylat